methyl (2R)-2-(methyl (pyrrolidin-3-yl) amino)-2-phenylacetate CN([C@@H](C(=O)OC)C1=CC=CC=C1)C1CNCC1